tert-Butyl 4-[2-(4-bromo-5-methyl-triazol-1-yl)-1,1-dimethyl-ethyl]piperazine-1-carboxylate BrC=1N=NN(C1C)CC(C)(C)N1CCN(CC1)C(=O)OC(C)(C)C